C(#N)C1=CC(=C(C=C1)C1C(=C(NC2=C3C(=NC(=C12)OCC)CCC3)C)C(=O)OCCC#N)OC 2-cyanoethyl 4-(4-cyano-2-methoxyphenyl)-5-ethoxy-2-methyl-1h,4h,7h,8h,9h-cyclopenta[h]1,6-naphthyridine-3-carboxylate